COC1(CC1)CN1C=NC2=C1C=NC(=C2)C#N 3-((1-methoxycyclopropyl)methyl)-3H-imidazo[4,5-c]pyridine-6-carbonitrile